bicyclo[7.1.1]undecanyl acrylate C(C=C)(=O)OC12CCCCCCCC(C1)C2